CC1=C(CNC=2C=C(C(=O)O)C=CC2C(F)(F)F)C(=CC=C1)C 3-((2,6-Dimethylbenzyl)amino)-4-trifluoromethylbenzoic acid